(S)-6-(2,4-dimethylphenyl)-2-ethyl-6,7-dihydrobenzo[d]oxazol-4(5H)-one CC1=C(C=CC(=C1)C)[C@H]1CC2=C(N=C(O2)CC)C(C1)=O